8-(2-chlorophenyl)-9-(4-((1-(3-fluoropropyl)azetidin-3-yl)methyl)phenyl)-6,7-dihydro-5H-benzo[7]annulen-3-ol ClC1=C(C=CC=C1)C=1CCCC2=C(C1C1=CC=C(C=C1)CC1CN(C1)CCCF)C=CC(=C2)O